2-(3-(3-((4-Methyl-4H-1,2,4-triazol-3-yl)methyl)oxetan-3-yl)phenyl)-6-(2,2,2-trifluoro-1-(pyrrolidin-1-yl)ethyl)-4-(trifluoromethyl)isoindolin-1-one CN1C(=NN=C1)CC1(COC1)C=1C=C(C=CC1)N1C(C2=CC(=CC(=C2C1)C(F)(F)F)C(C(F)(F)F)N1CCCC1)=O